1-(2-(4-amino-1H-pyrazolo[3,4-d]pyrimidin-1-yl)acetyl)-N-(3-chloro-2-fluorobenzyl)pyrrolidine-2-carboxamide NC1=C2C(=NC=N1)N(N=C2)CC(=O)N2C(CCC2)C(=O)NCC2=C(C(=CC=C2)Cl)F